NC1=NC=2C=CC(=CC2C2=C1C=NN2C)C(=O)N(C)C2COC1=C2C=CC(=C1)C#CC=1C=NN(C1)CC 4-amino-N-(6-((1-ethyl-1H-pyrazol-4-yl)ethynyl)-2,3-dihydrobenzofuran-3-yl)-N,1-dimethyl-1H-pyrazolo[4,3-c]quinoline-8-carboxamide